ClC=1C=C(C=C(C1OC1=NNC(C(=C1)C(C)C)=O)Cl)N1N=C(C(NC1=O)=O)C#N 2-(3,5-dichloro-4-(5-isopropyl-6-oxo-1,6-dihydropyridazine-3-oxy)phenyl)-3,5-diOxo-2,3,4,5-tetrahydro-1,2,4-triazine-6-carbonitrile